(2-cyanopropan-2-yl)-N-(4-methyl-3-((3-(8-methyl-9H-purin-6-yl)pyridin-2-yl)amino)phenyl)isonicotinamide C(#N)C(C)(C)C1=C(C(=O)NC2=CC(=C(C=C2)C)NC2=NC=CC=C2C2=C3N=C(NC3=NC=N2)C)C=CN=C1